C1(CCCCCC1)N(C(OC1=CC(=CC=C1)C=1C=NC=C(C1)C=1OC=NN1)=O)C 3-(5-(1,3,4-oxadiazol-2-yl)pyridin-3-yl)phenyl cycloheptyl(methyl)carbamate